tert-butyl (R)-(2-(dimethylamino)-1-(4-(ethylsulfonyl) phenyl)ethyl)carbamate CN(C[C@@H](C1=CC=C(C=C1)S(=O)(=O)CC)NC(OC(C)(C)C)=O)C